O=C1C(=CC=NN1)CCC 6-oxo-5-propyl-1,6-dihydropyridazin